OC[C@@H](C(=O)N1CC2=NN(C=C2C1)S(=O)(=O)C=1SC(=CC1)C1=CC=CC=C1)C1=CC=CC=C1 (2S)-3-hydroxy-2-phenyl-1-{2-[(5-phenylthiophen-2-yl)sulfonyl]-2H,4H,5H,6H-pyrrolo[3,4-c]pyrazol-5-yl}propan-1-one